C(C)[C@@](C(=O)O[C@H]([C@@H](C1=CC=C(C=C1)F)C1=C(C=CC=C1)Cl)CN)(CC1=NC2=C(N1C)C=CC(=C2)[N+](=O)[O-])NC(=O)OC(C)(C)C (1S,2R)-3-amino-1-(2-chlorophenyl)-1-(4-fluorophenyl)propan-2-ol ethyl-(2S)-2-(tert-butoxycarbonylamino)-3-(1-methyl-5-nitro-benzimidazol-2-yl)propanoate